FC1=C(C=CC(=C1)N1CCC(CC1)CCO)N1CNCC=C1 1-(2-fluoro-4-(4-(2-hydroxyethyl)piperidin-1-yl)phenyl)dihydropyrimidine